C(CC)NC(O[C@H]1C[C@H](CC1)C1=CC(=NN1)NC(=O)C1=CC=NN1CCN(C)C)=O (1R,3S)-3-{3-[{{1-[2-(dimethylamino)ethyl]-1H-pyrazol-5-yl}carbonyl}amino]-1H-pyrazol-5-yl}cyclopentyl propyl-carbamate